CC1=C(C=NC=2OCCNC21)N2CC=1N=C(N=CC1CC2)NC=2C=NC=1CCC(CC1C2)O 3-[(7-[8-methyl-1H,2H,3H-pyrido[2,3-b][1,4]oxazin-7-yl]-5H,6H,8H-pyrido[3,4-d]pyrimidin-2-yl)amino]-5,6,7,8-tetrahydroquinolin-6-ol